O=C1C(N=C2C=C(C3=C(C2=N1)C=CC=C3S(N)(=O)=O)[N+](=O)[O-])=O 2,3-dioxo-6-nitro-7-sulfamoyl-benzo[f]quinoxaline